BrCCOC=1C=C2CCC(N(C2=NC1)C1CC(C1)(C)O)=O 6-(2-bromoethoxy)-1-(3-hydroxy-3-methylcyclobutyl)-1,2,3,4-tetrahydro-1,8-naphthyridin-2-one